(2S)-4-((3,3-difluoro-2-methoxypropyl)(4-(5,6,7,8-tetrahydro-1,8-naphthyridin-2-yl)butyl)amino)-2-((R)-2-hydroxy-2-phenylpropanamido)butanoic acid FC(C(CN(CC[C@@H](C(=O)O)NC([C@@](C)(C1=CC=CC=C1)O)=O)CCCCC1=NC=2NCCCC2C=C1)OC)F